(ethyl(3-oxetanyl))methyl carbonate C(OCC1C(OC1)CC)([O-])=O